O=C1NC(CCC1N1C(C2=CC=CC(=C2C1)N(C1CCC(CC1)NC(OC(C)(C)C)=O)CCO)=O)=O tert-butyl ((1r,4r)-4-((2-(2,6-dioxopiperidin-3-yl)-1-oxoisoindolin-4-yl)(2-hydroxyethyl)amino)cyclohexyl)carbamate